N[C@H](C(=O)O)CCC1=CC(=C(C=C1)OC(F)(F)F)Cl (2S)-2-amino-4-[3-chloro-4-(trifluoromethoxy)phenyl]-butanoic acid